3-(1-Methyl-1H-indazol-6-yl)-6-(4-((tetrahydro-4H-thiopyran-4-yl)methyl)phenyl)-1,4-dihydrothieno[2',3':4,5]cyclopenta[1,2-c]pyrazole CN1N=CC2=CC=C(C=C12)C=1C2=C(NN1)C1=C(C2)SC(=C1)C1=CC=C(C=C1)CC1CCSCC1